2-(2-fluoroethoxy)phenoxyacetonitrile FCCOC1=C(OCC#N)C=CC=C1